N-(2-Amino-3-fluoro-4-((4-(trifluoromethyl)benzyl)amino)phenyl)-2,3-difluorododecanamid NC1=C(C=CC(=C1F)NCC1=CC=C(C=C1)C(F)(F)F)NC(C(C(CCCCCCCCC)F)F)=O